5-(trifluoromethyl)pyridine-3-sulfonyl chloride FC(C=1C=C(C=NC1)S(=O)(=O)Cl)(F)F